ClC=1C(=NC(=NC1)NC1=CC=C(C=C1)N1CCS(CC1)(=O)=N)C1=CNC2=CC=CC=C12 5-Chloro-N-[4-(1-imino-1-oxo-1,4-thiazinan-4-yl)phenyl]-4-(1H-indol-3-yl)pyrimidin-2-amine